FC1=CC=C(C=C1)N1N=CC2=CC(=C(C=C12)C)B1OC(C(O1)(C)C)C 1-(4-fluorophenyl)-6-methyl-5-(4,4,5-trimethyl-1,3,2-dioxaborolan-2-yl)-1H-indazole